OC1=C(C=CC(=C1)C(F)(F)F)C1=NN=C(C2=CC=C(C=C12)C)NCC(CO)O 3-[[4-[2-hydroxy-4-(trifluoromethyl)phenyl]-6-methyl-phthalazin-1-yl]amino]propane-1,2-diol